C1N(CCC2=CC=CC=C12)[C@H]1[C@@H](CNCC1)O (trans)-4-(3,4-dihydroisoquinolin-2(1H)-yl)-3-hydroxypiperidine